[N].OC1CC(NC(C1)(C)C)(C)C 4-Hydroxy-2,2,6,6-tetramethylpiperidine nitrogen